C1(CC1)C(=O)NC1=NC=CC(=C1)C=1SC(=C(N1)OC)C(=O)OCC Ethyl 2-(2-(cyclopropanecarboxamido) pyridin-4-yl)-4-methoxythiazole-5-carboxylate